CC=1C(=NC=CC1)OC1CNCC1 3-(3-methylpyridin-2-yloxy)pyrrolidin